1-oxaspiro[4.4]nonan-6-amine O1CCCC12C(CCC2)N